CC=1C=C(C=CC1OCCCCC)B(O)O [3-METHYL-4-(PENTYLOXY)PHENYL]BORANEDIOL